(3S)-3-cycloheptyl-3-(4-hydroxyphenyl)-6-methoxy-7-methyl-2,3-dihydro-1H-indol-2-one C1(CCCCCC1)[C@]1(C(NC2=C(C(=CC=C12)OC)C)=O)C1=CC=C(C=C1)O